3-(furan-2-yl)phenol O1C(=CC=C1)C=1C=C(C=CC1)O